(Z)-1-(4-amino-2-fluorobut-2-en-1-yl)-4-(1-methyl-1H-pyrazol-5-yl)-1H-benzo[d][1,2,3]triazole-6-carbonitrile hydrochloride Cl.NC\C=C(\CN1N=NC2=C1C=C(C=C2C2=CC=NN2C)C#N)/F